3-(5-(((1R,2S)-2-((1-methyl-4,5,6,7-tetrahydro-1H-indazol-5-yl)amino)cyclohexyl)methyl)-1-oxoisoindolin-2-yl)piperidine-2,6-dione CN1N=CC=2CC(CCC12)N[C@@H]1[C@H](CCCC1)CC=1C=C2CN(C(C2=CC1)=O)C1C(NC(CC1)=O)=O